trioctyl-(methyl)ammonium C(CCCCCCC)[N+](C)(CCCCCCCC)CCCCCCCC